(R)-3-hydroxy-1-methyl-3-(3-(6-(2-((1-(1-methyl-1H-pyrazol-4-yl)ethyl)amino)pyrimidin-4-yl)pyridin-2-yl)isoxazol-5-yl)pyrrolidin-2-one O[C@@]1(C(N(CC1)C)=O)C1=CC(=NO1)C1=NC(=CC=C1)C1=NC(=NC=C1)NC(C)C=1C=NN(C1)C